FC1=CC=C(C=C1)CCCN1N=CC(=C1)CNC1=NC=2N([C@H](C(NC2C(=N1)C)=O)C)C (7S)-2-(((1-(3-(4-fluorophenyl)propyl)-1H-pyrazol-4-yl)methyl)amino)-4,7,8-trimethyl-7,8-dihydropteridin-6(5H)-one